3-(6-(dimethylamino)pyridin-3-yl)-3-(4-(3-(5,6,7,8-tetrahydro-1,8-naphthyridin-2-yl)propyl)thiazol-2-yl)propanoic acid CN(C1=CC=C(C=N1)C(CC(=O)O)C=1SC=C(N1)CCCC1=NC=2NCCCC2C=C1)C